2-benzyl 3-methyl (1R,5S)-4-hydroxy-2-azabicyclo[3.2.0]heptane-2,3-dicarboxylate OC1C(N([C@@H]2CC[C@H]12)C(=O)OCC1=CC=CC=C1)C(=O)OC